ClC1=C(C=CC=C1)C=1C(=CC=CC1)C1=CC=CC=C1 chloro-[1,1':2',1''-terphenyl]